C12C(C(C(CC1)CC2)C(=O)[O-])C(=O)[O-].[Na+].[Na+] disodium bicyclo[2.2.2]octane-2,3-dicarboxylate